(2R,4R)-6-chloro-4-hydroxy-N-(3-{3-[cis-3-(trifluoromethoxy)cyclobutyl]-1,2,4-oxadiazol-5-yl}bicyclo[1.1.1]pent-1-yl)-3,4-dihydro-2H-1-benzopyran-2-carboxamide ClC=1C=CC2=C([C@@H](C[C@@H](O2)C(=O)NC23CC(C2)(C3)C3=NC(=NO3)[C@@H]3C[C@@H](C3)OC(F)(F)F)O)C1